[Te-2].[Ca+2] Calcium tellurid